tert-Butyl 3-[2-[methoxy(methyl)amino]-2-oxo-ethyl]azetidine-1-carboxylate CON(C(CC1CN(C1)C(=O)OC(C)(C)C)=O)C